cytidine 3'-triphosphate P(O)(=O)(OP(=O)(O)OP(=O)(O)O)O[C@H]1[C@H]([C@@H](O[C@@H]1CO)N1C(=O)N=C(N)C=C1)O